(S)-N-(1-(6,7-difluoro-1-oxo-1,2-dihydroisoquinolin-4-yl)ethyl)-5,6-difluoro-N-methyl-1H-indole-2-carboxamide FC=1C=C2C(=CNC(C2=CC1F)=O)[C@H](C)N(C(=O)C=1NC2=CC(=C(C=C2C1)F)F)C